3-(1-methyl-4-oxa-4,5,6,7-tetrahydro-1H-indol-2-yl)propionic acid CN1C(=CC=2OCCCC12)CCC(=O)O